ClC1=C(C=C2C(=C(N(C2=C1F)C)C1=NC(=NN1)[C@@H](C(F)F)OC)N1C=NC=C1)OC (S)-6-chloro-2-(3-(2,2-difluoro-1-methoxyethyl)-1H-1,2,4-triazol-5-yl)-7-fluoro-3-(1H-imidazol-1-yl)-5-methoxy-1-methyl-1H-indole